5-(3-(benzoyl)benzoyl)amino-3-(1-(3-pentyl)-1,2,3,6-tetrahydropyridin-4-yl)-1H-indole C(C1=CC=CC=C1)(=O)C=1C=C(C(=O)NC=2C=C3C(=CNC3=CC2)C=2CCN(CC2)C(CC)CC)C=CC1